hydroxymethyl-cytosine OCNC1=NC(NC=C1)=O